ClC=1C=CC=2N(C1)N=CC2S(=O)(=O)NC2=C(C=C(C(=C2)F)C2C(C2)(F)F)OC([2H])([2H])[2H] 6-chloro-N-(4-(2,2-difluorocyclopropyl)-5-fluoro-2-(methoxy-d3)phenyl)pyrazolo[1,5-a]pyridine-3-sulfonamide